CC=1C=CC(=C(C1)N1/C(/SCC1=O)=N/C(=O)NC1=CC=C(C=C1)C1=NN(C=N1)C1=CC=C(C=C1)C(F)(F)F)OCCC(F)(F)F (Z)-1-(3-(5-methyl-2-(3,3,3-trifluoropropoxy)phenyl)-4-oxothiazolidin-2-ylidene)-3-(4-(1-(4-(trifluoromethyl)phenyl)-1H-1,2,4-triazol-3-yl)phenyl)urea